C(CCCCC)OC(C[C@@H](C)O)=O r-(-)-3-hydroxybutyric acid hexyl ester